(S)-2-(3,4-difluorophenyl) ethylene oxide FC=1C=C(C=CC1F)[C@H]1CO1